C(OF)(OF)=O (difluoro) carbonate